3-((5-(dibenzylamino)pyrazolo[1,5-a]pyrimidin-6-yl)oxy)-2-methylbutan-2-ol C(C1=CC=CC=C1)N(C1=NC=2N(C=C1OC(C(C)(O)C)C)N=CC2)CC2=CC=CC=C2